potassium butanesulfonate salt C(CCC)S(=O)(=O)[O-].[K+]